C(C1=CC=CC=C1)(C1=CC=CC=C1)N1CC2(C1)N(C(CN(C2=O)C(C2=CC=CC=C2)C2=CC=CC=C2)=O)[C@@H](C)C2=CC=C(C=C2)C(F)(F)F (S)-2,8-dibenzhydryl-5-(1-(4-(trifluoromethyl)phenyl)ethyl)-2,5,8-triazaspiro[3.5]nonane-6,9-dione